(R)-tert-butyl 3-(6-chloro-2-(4-methoxypiperidine-1-carbonyl)-1,2,3,4-tetrahydroisoquinolin-8-yl)morpholine-4-carboxylate ClC=1C=C2CCN(CC2=C(C1)[C@H]1N(CCOC1)C(=O)OC(C)(C)C)C(=O)N1CCC(CC1)OC